2-[4-(4-carboxyphenyl)-6-(3-oxo-piperazin-1-yl)pyrimidin-2-ylamino]-4-methylthiazole-5-carboxylic acid ethyl ester C(C)OC(=O)C1=C(N=C(S1)NC1=NC(=CC(=N1)C1=CC=C(C=C1)C(=O)O)N1CC(NCC1)=O)C